FC=1C=C(CC=2C=C3C(=CN2)NN=C3I)C=C(C1)F 5-(3,5-difluorobenzyl)-3-iodo-1H-pyrazolo[3,4-c]pyridine